6-[(2S)-2-aminopropyl]-2-chloro-N-[(furan-2-yl)methyl]-7-methylthieno[3,2-d]pyrimidin-4-amine dihydrochloride Cl.Cl.N[C@H](CC1=C(C=2N=C(N=C(C2S1)NCC=1OC=CC1)Cl)C)C